CC1(CCC(CC1)OC(=O)C2=CC=CC=C2C(=O)O)C dimethylcyclohexyl phthalate